4-((2,4-dichloro-5-methoxyphenyl)amino)-7-((2-(2,6-dioxopiperidin-3-yl)-7-fluoro-1,3-dioxoisoindoline-5-yl)methoxy)-6-methoxyquinoline-3-carbonitrile ClC1=C(C=C(C(=C1)Cl)OC)NC1=C(C=NC2=CC(=C(C=C12)OC)OCC=1C=C2C(N(C(C2=C(C1)F)=O)C1C(NC(CC1)=O)=O)=O)C#N